triazene nitrate [N+](=O)(O)[O-].N=NN